N-(bicyclo[1.1.1]pent-1-yl)-6-(4-fluorophenyl)-1-((5-fluoropyridin-2-yl)methyl)-4-hydroxy-2-oxo-1,2-dihydro-1,8-naphthyridine-3-carboxamide C12(CC(C1)C2)NC(=O)C=2C(N(C1=NC=C(C=C1C2O)C2=CC=C(C=C2)F)CC2=NC=C(C=C2)F)=O